4-(2-{[(4as,7ar)-1-methyl-octahydro-1H-cyclopenta[b]pyridin-4a-yl]methoxy}-8-fluoro-4-(morpholin-4-yl)pyrido[4,3-d]pyrimidin-7-yl)-5-ethynyl-6-fluoronaphthalene-2-ol CN1[C@H]2[C@@](CCC1)(CCC2)COC=2N=C(C1=C(N2)C(=C(N=C1)C1=CC(=CC2=CC=C(C(=C12)C#C)F)O)F)N1CCOCC1